FC1=CC=C2C=C(NC2=C1)C1=C(C(OC1CCCCC)=C=O)C(=O)NOC 4-(6-fluoro-1H-indol-2-yl)-N-methoxy-2-carbonyl-5-pentyl-2,5-dihydrofuran-3-carboxamide